ClC1=C(C=C2C=C(N=CC2=C1)NC(=O)[C@H]1[C@@H](C1)C=1C=NN(C1C(F)(F)F)C)C1CCN(CC1)[C@]1(COC[C@H]1O)C (1R,2R)-N-(7-chloro-6-(1-((3S,4S)-4-hydroxy-3-methyltetrahydrofuran-3-yl)piperidin-4-yl)isoquinolin-3-yl)-2-(1-methyl-5-(trifluoromethyl)-1H-pyrazol-4-yl)cyclopropane-1-carboxamide